(Z)-4-{4-[(2,4-dioxathiazolidine-5-ylidene)methyl]phenoxy}-N-[4-(trifluoromethoxy)phenyl]piperidine-1-carboxamide S\1ONO/C1=C/C1=CC=C(OC2CCN(CC2)C(=O)NC2=CC=C(C=C2)OC(F)(F)F)C=C1